C(C1=CC=CC=C1)(C1=CC=CC=C1)O[Si](Cl)(O[Si](C)(C)C)O[Si](C)(C)C benzhydryloxybis-(trimethylsilyloxy)-chlorosilane